methyl (S)-7-methyl-3-(2-oxo-2-(((tetrahydro-2H-pyran-4-yl)methyl)amino)ethyl)-2-(2-(2-oxopyridin-1(2H)-yl)ethyl)-3,7,8,9-tetrahydro-6H-imidazo[4,5-f]quinoline-6-carboxylate C[C@@H]1N(C2=CC=C3C(=C2CC1)N=C(N3CC(NCC3CCOCC3)=O)CCN3C(C=CC=C3)=O)C(=O)OC